2-(4-iodo-1H-pyrazol-1-yl)-2-(methyl-d3)propionic acid IC=1C=NN(C1)C(C(=O)O)(C)C([2H])([2H])[2H]